ethyl 1-(4-(3-fluoro-5-(trifluoromethyl) benzyl) pyridin-2-yl)-3-methoxy-1H-pyrazole-4-carboxylate FC=1C=C(CC2=CC(=NC=C2)N2N=C(C(=C2)C(=O)OCC)OC)C=C(C1)C(F)(F)F